F[C@@H]1C[C@@]2(CCCN2C1)COC1=NC(=NC(=N1)N1C=NC(=C1)I)N1C[C@H]2CC[C@@H](C1)N2C(=O)OC(C)(C)C Tert-butyl (1R,5S)-3-(4-{[(2R,7aS)-2-fluoro-hexahydropyrrolizin-7a-yl]methoxy}-6-(4-iodoimidazol-1-yl)-1,3,5-triazin-2-yl)-3,8-diazabicyclo[3.2.1]octane-8-carboxylate